4-hydroxy-N-[3-fluoro-4-[(6-methoxy-1,5-naphthyridin-4-yl)oxy]phenyl]-5-(4-fluoro-phenyl)-2,6-dimethylpyridine-3-carboxamide OC1=C(C(=NC(=C1C1=CC=C(C=C1)F)C)C)C(=O)NC1=CC(=C(C=C1)OC1=CC=NC2=CC=C(N=C12)OC)F